5-HYDROXY-2-(METHYLTHIO)BENZALDEHYDE OC=1C=CC(=C(C=O)C1)SC